ethyl-2,2-dioxo-3H-2,1-benzothiazol-5-amine C(C)C1S(NC2=C1C=C(C=C2)N)(=O)=O